4-[4-(dimethylamino)phenyl]butan-1-ol CN(C1=CC=C(C=C1)CCCCO)C